BrC1=CN=C(N1C)CCO 2-(5-bromo-1-methyl-1H-imidazol-2-yl)ethan-1-ol